Cl.CC1=C(C(=O)NC2=C(C=C(C=C2)S(NC(CC)C2CCNCC2)(=O)=O)C)C=CC=C1 2-methyl-N-(2-methyl-4-(N-(1-(piperidin-4-yl)propyl)sulfamoyl)phenyl)benzamide hydrochloride